2-((2-(hydroxymethyl)-5-nitrobenzyl)(methyl)amino)ethyl (2-(trimethylammonio)ethyl) phosphate P(=O)(OCCN(C)CC1=C(C=CC(=C1)[N+](=O)[O-])CO)(OCC[N+](C)(C)C)[O-]